FC1=C(C=CC(=C1F)B1OC(C(O1)(C)C)(C)C)C=1C(=NN(C1)CCC(=O)N)C(F)(F)F 3-[4-[2,3-difluoro-4-(4,4,5,5-tetramethyl-1,3,2-dioxaborolan-2-yl)phenyl]-3-(trifluoromethyl)pyrazol-1-yl]propanamide